NC=1C2=C(N=CN1)N(C=C2C=2C(=C(C=CC2)NS(=O)(=O)C2=C(C=C(C(=C2)Cl)OC)F)C#N)C N-[3-(4-amino-7-methyl-7H-pyrrolo[2,3-d]pyrimidin-5-yl)-2-cyano-phenyl]-5-chloro-2-fluoro-4-methoxy-benzenesulfonamide